N-(2,4-dichlorobenzyl)-2-(3-(4-methoxyphenyl)-6-oxopyridazin-1(6H)-yl)acetamide ClC1=C(CNC(CN2N=C(C=CC2=O)C2=CC=C(C=C2)OC)=O)C=CC(=C1)Cl